C(C)OC(=O)C=1OC2=C(C1)CC1(C(N(C3=NC=CC=C31)COCC[Si](C)(C)C)=O)CC2 2'-Oxo-1'-((2-(trimethylsilyl)ethoxy)methyl)-1',2',6,7-tetrahydro-4H-spiro[benzofuran-5,3'-pyrrolo[2,3-b]pyridine]-2-carboxylic acid ethyl ester